[BH4-].B boron hydride (borohydride)